COC1=C(C(=CC(=C1)CCCCC)OC)C1(C2(CCC(C1(C)C)C2)C)O 2-(2',6'-dimethoxy-4'-pentylphenyl)-1,3,3-trimethylbicyclo[2.2.1]heptan-2-ol